5-chloro-4-(cyclopentylmethoxy)-N-((4-(((1S,2S)-2-(dimethylamino)-cyclohexyl)amino)phenyl)sulfonyl)-2-fluorobenzamide ClC=1C(=CC(=C(C(=O)NS(=O)(=O)C2=CC=C(C=C2)N[C@@H]2[C@H](CCCC2)N(C)C)C1)F)OCC1CCCC1